C(CN(CCC(=O)O)CCC(=O)O)N(CCC(=O)O)CCC(=O)O 3'-(ethylenedinitrilo)tetrapropionic acid